α-linolenoyl-homocysteine C(CCCCCCC\C=C/C\C=C/C\C=C/CC)(=O)N[C@@H](CCS)C(=O)O